[N+](=O)([O-])C1=C(C(=O)O)C=CC(=C1)C(=O)O nitroterephthalic acid